4-(1-(1-acryloylpyrrolidin-3-yl)-5-aminoimidazo[1,5-c]pyrimidin-3-yl)-N-(4-cyclopropylpyridin-2-yl)-2-fluorobenzamide C(C=C)(=O)N1CC(CC1)C=1N=C(N2C(=NC=CC21)N)C2=CC(=C(C(=O)NC1=NC=CC(=C1)C1CC1)C=C2)F